3,6-dichloropicolinate ClC=1C(=NC(=CC1)Cl)C(=O)[O-]